5-((2-((4-(((5-(Trifluoromethyl)-1H-indol-2-yl)methyl)amino)butyl)amino)ethyl)amino)benzo[c][2,6]naphthyridine-8-carboxylic acid FC(C=1C=C2C=C(NC2=CC1)CNCCCCNCCNC1=NC2=C(C3=CN=CC=C13)C=CC(=C2)C(=O)O)(F)F